C(=CC)C=COCCCC 2-propenyl-1-butyloxyethaneN